[As]([O-])([O-])[O-].[U+6].[Ca+2] calcium-uranium arsenite